Pentadecyl ((((2R,3S,5R)-5-(6-amino-2-fluoro-9H-purin-9-yl)-2-ethynyl hydroxytetrahydrofuran-2-yl)methoxy)(phenoxy)phosphoryl)-L-alaninate NC1=C2N=CN(C2=NC(=N1)F)[C@H]1C[C@@H]([C@@](O1)(C#C)COP(=O)(OC1=CC=CC=C1)N[C@@H](C)C(=O)OCCCCCCCCCCCCCCC)O